(E)-2-(4-(3-(6-(ethylthio)-3-methylbenzo[b]thiophen-2-yl)-3-oxoprop-1-en-1-yl)-2,6-dimethylphenoxy)-2-methylpropanoic acid C(C)SC=1C=CC2=C(SC(=C2C)C(/C=C/C2=CC(=C(OC(C(=O)O)(C)C)C(=C2)C)C)=O)C1